FC(CC(C(=O)OC)=C)(C1=CC=C(C=C1)OC)F Methyl 4,4-difluoro-4-(4-methoxyphenyl)-2-methylenebutanate